NC1=NN(C2=NC(=CC(=C21)C2=CC=C(C=C2)N)C2CCN1C(CCC1C2)=O)C 7-(3-amino-4-(4-aminophenyl)-1-methyl-1H-pyrazolo[3,4-b]pyridin-6-yl)hexahydroindolizin-3(2H)-one